(R)-6-(4-(2-((4-fluorotetrahydro-2H-pyran-4-yl)methoxy)phenyl)piperidin-1-yl)-2-azaspiro[3.4]octane FC1(CCOCC1)COC1=C(C=CC=C1)C1CCN(CC1)[C@H]1CC2(CNC2)CC1